1-(3-Amino-6-chloropyridin-2-yl)-2,2,2-trifluoroethanone NC=1C(=NC(=CC1)Cl)C(C(F)(F)F)=O